The molecule is a steroid glucuronide anion that is the conjugate base of hyocholic acid 24-O-(beta-D-glucuronide) arising from deprotonation of the carboxylic acid function; major species at pH 7.3. It is a steroid glucosiduronic acid anion, a beta-D-glucosiduronate and a monocarboxylic acid anion. It is a conjugate base of a hyocholic acid 24-O-(beta-D-glucuronide). C[C@H](CCC(=O)O[C@H]1[C@@H]([C@H]([C@@H]([C@H](O1)C(=O)[O-])O)O)O)[C@H]2CC[C@@H]3[C@@]2(CC[C@H]4[C@H]3[C@@H]([C@@H]([C@H]5[C@@]4(CC[C@H](C5)O)C)O)O)C